2-(4-cyclopropyl-6-methoxypyrimidin-5-yl)-N-(4-(3-(difluoromethyl)-5-methyl-1H-pyrazol-1-yl)benzyl)-7H-purin-6-amine C1(CC1)C1=NC=NC(=C1C1=NC(=C2NC=NC2=N1)NCC1=CC=C(C=C1)N1N=C(C=C1C)C(F)F)OC